C(C)(C)(C)OC(=O)N1CC2CN(CC(C1)O2)C=2C=CC1=C(N=C(O1)C1=CN=C(C3=CN=C(C=C13)NC(=O)C1CC1)NCC)C2 7-(2-(6-(cyclopropanecarboxamido)-1-(ethylamino)-2,7-naphthyridin-4-yl)benzo[d]oxazol-5-yl)-9-oxa-3,7-diazabicyclo[3.3.1]nonane-3-carboxylic acid tert-butyl ester